5-(N-ethyl-3-cyanoindol-5-yl)isoxazole-3-carboxylic acid ethyl ester C(C)OC(=O)C1=NOC(=C1)C=1C=C2C(=CN(C2=CC1)CC)C#N